2-(methylcarbamoyl)-6-(pyridin-2-ylmethyl)isonicotinic acid tert-butyl ester C(C)(C)(C)OC(C1=CC(=NC(=C1)CC1=NC=CC=C1)C(NC)=O)=O